(R)-tert-butyl 2-(((7-fluoro-5,6-dimethyl-6H-pyrido[4,3-b]carbazol-9-yl)oxy)methyl)pyrrolidine-1-carboxylate FC1=CC(=CC=2C=3C=C4C(=C(C3N(C12)C)C)C=CN=C4)OC[C@@H]4N(CCC4)C(=O)OC(C)(C)C